S-(4-(1-isopropyl-4-(trifluoromethyl)-1H-imidazol-2-yl)benzyl) ethanethioate C(C)(SCC1=CC=C(C=C1)C=1N(C=C(N1)C(F)(F)F)C(C)C)=O